C(C)(C)(C)N1C(OC=N1)=O 3-tert-butyl-1,3,4-oxadiazol-2-one